(2S,3S,4S,5R,6R)-3,4,5,6-tetrahydroxyoxacyclohexane O[C@H]1CO[C@H]([C@@H]([C@H]1O)O)O